6-(4-Bocpiperazine-1-yl)-2-methyl-benzothiazole C(=O)(OC(C)(C)C)N1CCN(CC1)C1=CC2=C(N=C(S2)C)C=C1